(1s,2s,5r)-1-hydroxy-N-((1RS)-isochroman-1-ylmethyl)-2-isopropyl-5-methylcyclohexane-1-carboxamide O[C@@]1([C@@H](CC[C@H](C1)C)C(C)C)C(=O)NC[C@@H]1OCCC2=CC=CC=C12 |&1:15|